C(C)C1=C(C=CC=C1)NC(NC1=C(C=CC=C1)CC)=O di(ethylphenyl)urea